O[C@H](C(C(=O)O[C@H]1C\C(=C\CC/C(=C/[C@H]2OC(C([C@@H]21)=C)=O)/CO)\C)=C)CO [(3aR,4S,6E,10Z,11aR)-10-(hydroxymethyl)-6-methyl-3-methylidene-2-oxo-3a,4,5,8,9,11a-hexahydrocyclodeca[b]furan-4-yl] (3R)-3,4-dihydroxy-2-methylidene-butanoate